(±)-cyclopent-2-en-1-yl pivalate C(C(C)(C)C)(=O)O[C@H]1C=CCC1 |r|